ClC1=C(C(=O)NC2=C3C=NN(C3=CC=C2)C(C)C)C=C(C=C1)CNC(C(CO)(C)C)=O 2-Chloro-5-{[(3-hydroxy-2,2-dimethylpropanoyl)amino]methyl}-N-[1-(propan-2-yl)-1H-indazol-4-yl]benzamide